1-(1-methylcyclopropyl)-4-((5-(pyridin-2-yl)isoxazol-3-yl)methyl)-1,4-dihydropyrazine-2,3-dione CC1(CC1)N1C(C(N(C=C1)CC1=NOC(=C1)C1=NC=CC=C1)=O)=O